4-amino-8-bromo-7-fluoro-3-(propylcarbamoyl)isoquinoline-2-oxide NC1=C([N+](=CC2=C(C(=CC=C12)F)Br)[O-])C(NCCC)=O